3-o-methylphenylurea CC1=C(C=CC=C1)NC(N)=O